C(CC)OCCCCCCOCCC 1,6-dipropoxy-hexane